[6-(5-Cyclopropyl-4H-1,2,4-triazol-3-yl)-2-azaspiro[3.3]heptan-2-yl]-[3-[4-[3-hydroxy-3-(trifluoromethyl)cyclobutyl]phenyl]azetidin-1-yl]methanone C1(CC1)C=1NC(=NN1)C1CC2(CN(C2)C(=O)N2CC(C2)C2=CC=C(C=C2)C2CC(C2)(C(F)(F)F)O)C1